ClC=1C=C(C=CC1)N1C(\C(\CC1=O)=C/C1=C(C=CC=C1)OCC1=NC=CC=C1)=O (Z)-1-(3-chlorophenyl)-3-(2-(pyridin-2-ylmethoxy)benzylidene)pyrrolidine-2,5-dione